Cl.Cl.BrC1=CC=C(N=N1)N[C@@H]1CC[C@H]2CNC[C@H]21 (3aS,4R,6aR)-N-(6-bromo-3-pyridazinyl)octahydrocyclopenta[c]pyrrol-4-amine dihydrochloride